C(OC(CCCCCC)(CCC)CCC)([O-])=O di-propylheptyl carbonate